C(C)(=O)ON=C(C)C=1C=CC=2N(C3=CC=C(C=C3C2C1)C(C1=C(C=CC=C1)C)=O)CC 1-[9-ethyl-6-(2-methylbenzoyl)-9H-carbazole-3-yl]ethanone-1-(O-acetyloxime)